tert-Butyl 4-[3-chloro-5-(1-chloroethyl)-6-methoxy-2-methylphenyl]piperidine-1-carboxylate ClC=1C(=C(C(=C(C1)C(C)Cl)OC)C1CCN(CC1)C(=O)OC(C)(C)C)C